[6-[3-(1-hydroxycyclopropyl)-1H-1,2,4-triazol-5-yl]-2-azaspiro[3.3]heptan-2-yl]-[3-[3-[[5-(trifluoromethyl)pyrazin-2-yl]amino]-1-bicyclo[1.1.1]pentanyl]azetidin-1-yl]methanone OC1(CC1)C1=NNC(=N1)C1CC2(CN(C2)C(=O)N2CC(C2)C23CC(C2)(C3)NC3=NC=C(N=C3)C(F)(F)F)C1